FC1=CC=C2C(=CNC2=C1)C(C(=O)Cl)=O 2-(6-fluoro-1H-indol-3-yl)-2-oxoacetyl chloride